CNS(=O)(=N)C N-methyl-methanesulfonimidamide